tert-butyl (R)-(1-amino-1-oxopropan-2-yl)carbamate NC([C@@H](C)NC(OC(C)(C)C)=O)=O